ClC1=C2C[C@H]([C@H](C2=CC=C1)NC([O-])=O)O (1S,2R)-4-Chloro-2-hydroxy-2,3-dihydro-1H-inden-1-yl-carbamat